(4-(3-methoxyoxetan-3-yl)phenyl)(5-(6-(trifluoromethyl)pyridin-3-yl)hexahydropyrrolo[3,4-c]pyrrol-2(1H)-yl)methanone COC1(COC1)C1=CC=C(C=C1)C(=O)N1CC2CN(CC2C1)C=1C=NC(=CC1)C(F)(F)F